N1=CN=C2C1=CC=C1C2=NC=C2CC=3C=CC=4C=CC=NC4C3N=C21 4-aza-benzimidazobenzophenanthroline